6-(4-methylpiperazine-1-carbonyl)spiro[3.3]hept-2-yl-urea CN1CCN(CC1)C(=O)C1CC2(CC(C2)NC(=O)N)C1